bicyclo[2.2.2]octane-1,4-dicarboxylic acid (4-amino-phenyl)-amide [4-(1,2,3,6-tetrahydro-pyridin-4-yl)-phenyl]-amide N1CCC(=CC1)C1=CC=C(C=C1)NC(=O)C12CCC(CC1)(CC2)C(=O)NC2=CC=C(C=C2)N